1-(2-((2-(3-chloro-2-fluorophenylmethylamino)-2-oxoethyl)(cyclopropyl)amino)-2-oxoethyl)-6-(hydroxymethyl)-1H-indazole-3-carboxamide ClC=1C(=C(C=CC1)CNC(CN(C(CN1N=C(C2=CC=C(C=C12)CO)C(=O)N)=O)C1CC1)=O)F